C1=NN=C2N1C1=C(CC[C@H]2N)C=CC=C1 (R)-5,6-dihydro-4H-benzo[f][1,2,4]triazolo[4,3-a]azepin-4-amine